C1=CC(=CC=2OC3=CC=CC=C3NC12)/C=N/O (E)-10H-phenoxazine-3-carbaldehyde oxime